C(C)OC1C(C(C1)=O)C 3-ethoxy-2-methylcyclobutanone